NC1=C2C(=NC=N1)N(N=C2C2=CC=C(C=C2)OC2=CC=CC=C2)C2CC1(CN(C1)C1CN(C1)C(=O)[O-])C2 3-(6-(4-Amino-3-(4-phenoxyphenyl)-1H-pyrazolo[3,4-d]pyrimidin-1-yl)-2-azaspiro[3.3]Heptane-2-yl)azetidine-1-carboxylate